N,N-diphenyl-benzyl-amine C1(=CC=CC=C1)N(C1=CC=CC=C1)CC1=CC=CC=C1